CC1(N(CCOC1)C1=NC(=NC(=C1)N1CCC(CC1)(F)F)SC)C methyl-(3R)-4-[6-(4,4-difluoropiperidin-1-yl)-2-(methylsulfanyl)pyrimidin-4-yl]-3-methylmorpholine